CO[C@]1(COCC1)C1=CC(=CC(=N1)C=1C=C(N2C=NC(=CC21)C(=O)OCC)C=2C=NN(C2)C)C ethyl (S)-5-(6-(3-methoxytetrahydrofuran-3-yl)-4-methylpyridin-2-yl)-7-(1-methyl-1H-pyrazol-4-yl)pyrrolo[1,2-c]pyrimidine-3-carboxylate